N(=[N+]=[N-])C[C@@H](OCC1=CC=CC=C1)C1OC(OC1)(C)C 4-[(1R)-2-Azido-1-(benzyloxy)ethyl]-2,2-dimethyl-1,3-dioxolane